(S)-2-cyclopropyl-4-((1-(4-(oxazol-2-yl)phenyl)pyrrolidin-3-yl)methoxy)pyrimidine-5-carbonitrile C1(CC1)C1=NC=C(C(=N1)OC[C@@H]1CN(CC1)C1=CC=C(C=C1)C=1OC=CN1)C#N